6-chloro-3-(4-(trifluoromethoxy)phenoxy)pyridazine-4-carboxylic acid methyl ester COC(=O)C1=C(N=NC(=C1)Cl)OC1=CC=C(C=C1)OC(F)(F)F